C/C=C/C(=O)C The molecule is a methyl propenyl ketone in which the double bond has (E)-configuration. It is a key odorant responsible for the chestnut-like aroma in green tea. It has a role as a flavouring agent and a plant metabolite. It is a methyl propenyl ketone and a volatile organic compound.